BENZO[D][1,3]OXATHIOLE O1CSC2=C1C=CC=C2